C(C1=CC=C(C(=O)O)C=C1)(=O)O.C(CCCCC(=O)O)(=O)O (adipic acid) terephthalate